C(C=C)N(C(C(Cl)Cl)=O)CC(=O)NCC=C N-Allyl-N-[(allylaminocarbonyl)methyl]-dichloroacetamid